1-(2-oxopyrrolidin-1-yl)-5,6-dihydroimidazo[1,5-a]pyrazine-7(8H)-carboxylate O=C1N(CCC1)C=1N=CN2C1CN(CC2)C(=O)[O-]